(R)-2-((6-fluoro-2-methylpyridin-3-yl)oxy)-N-(3-(S-methyl-N-(methylglycyl)sulfonimidoyl)phenyl)-4-(trifluoromethyl)benzamide FC1=CC=C(C(=N1)C)OC1=C(C(=O)NC2=CC(=CC=C2)[S@@](=O)(=NC(CNC)=O)C)C=CC(=C1)C(F)(F)F